N-(6-(2H-1,2,3-triazol-2-yl)-5-(trifluoromethyl)pyridin-3-yl)-5-chloro-2,4'-difluoro-2'-Methoxy-[1,1'-biphenyl]-4-carboxamide N=1N(N=CC1)C1=C(C=C(C=N1)NC(=O)C1=CC(=C(C=C1Cl)C1=C(C=C(C=C1)F)OC)F)C(F)(F)F